3-(6-iodo-7-toluenesulfonyl-7H-pyrrolo[2,3-d]pyrimidin-4-yl)-3,8-diazabicyclo[3.2.1]octane-8-carboxylic acid tert-butyl ester C(C)(C)(C)OC(=O)N1C2CN(CC1CC2)C=2C1=C(N=CN2)N(C(=C1)I)S(=O)(=O)CC1=CC=CC=C1